OCCS(=O)(=O)NC1=CC(=C(C(=O)NC2=CC(=CC=C2)[S@@](=O)(=N)C)C=C1)N1CCC2(CC2)CC1 (R)-4-((2-hydroxyethyl)sulfonamido)-N-(3-(S-methyl-sulfonimidoyl)phenyl)-2-(6-azaspiro[2.5]octan-6-yl)benzamide